BrC=1C(=CC=C2C(=CN(C12)COCC[Si](C)(C)C)C1=NC(=NC=C1C(F)(F)F)N[C@@H]1CN(CCC1)C(=O)[O-])C#N (S)-3-((4-(7-Bromo-6-cyano-1-((2-(trimethylsilyl)ethoxy)methyl)-1H-indole-3-yl)-5-(trifluoromethyl)pyrimidin-2-yl)amino)piperidine-1-carboxylate